ClC1=CC=C(C=C1)Br.[Mg] magnesium (4-chlorophenyl) bromide